7-Fluoro-6-methyl-1-(tetrahydro-2H-pyran-2-yl)-4-(4,4,5,5-tetramethyl-1,3,2-dioxaborolan-2-yl)-5-(trifluoromethyl)-1H-indazole FC=1C(=C(C(=C2C=NN(C12)C1OCCCC1)B1OC(C(O1)(C)C)(C)C)C(F)(F)F)C